4,6-Diphenylpyrimidine C1(=CC=CC=C1)C1=NC=NC(=C1)C1=CC=CC=C1